[Si](C)(C)(C(C)(C)C)OCC(O)C=1C=NC=CC1 2-((tert-butyldimethylsilyl)oxy)-1-(pyridin-3-yl)ethan-1-ol